5-(4-((8-fluoro-3-methyl-2,4-dioxo-1,2,3,4-tetrahydroquinazolin-7-yl)methyl)piperazin-1-yl)-6-fluoro-N-methylpyridineamide FC=1C(=CC=C2C(N(C(NC12)=O)C)=O)CN1CCN(CC1)C=1C=CC(=NC1F)C(=O)NC